ClCCCC1(NCC2(CC2(F)F)C1)C(=O)OC methyl cis-6-(3-chloropropyl)-1,1-difluoro-5-azaspiro[2.4]heptane-6-carboxylate